C1(CC1)S(=O)(=O)N1N=CC(=C1)C1=NC=CC(=N1)NC1=NC=C(C(=C1)NC1CCC(CC1)C(C)(C)O)C1=NN(C=C1)CCC(F)(F)F 2-((1s,4s)-4-((2-((2-(1-(Cyclopropylsulfonyl)-1H-pyrazol-4-yl)pyrimidin-4-yl)amino)-5-(1-(3,3,3-trifluoropropyl)-1H-pyrazol-3-yl)pyridin-4-yl)amino)cyclohexyl)propan-2-ol